C1N(CC12CCOCC2)CC=2C=NC(=NC2)N2CCC(CC2)N2C(C(N(C1=CC(=CC=C21)Cl)C)=O)=O 1-(1-(5-((7-oxa-2-azaspiro[3.5]nonan-2-yl)methyl)pyrimidin-2-yl)piperidin-4-yl)-6-Chloro-4-methyl-1,4-dihydroquinoxaline-2,3-dione